NC=1C2=C(N=CN1)N(C=C2C=2C(=C(C=CC2)NS(=O)(=O)C=2OC=CC2)F)C Furan-2-sulfonic acid [3-(4-amino-7-methyl-7H-pyrrolo[2,3-d]pyrimidin-5-yl)-2-fluoro-phenyl]-amide